(3,5-dichloropyrazin-2-yl)(2-(4-methoxybenzylamino)-3-methylpyridin-4-yl)methanol ClC=1C(=NC=C(N1)Cl)C(O)C1=C(C(=NC=C1)NCC1=CC=C(C=C1)OC)C